C(C)(C)(C)OC(=O)N1[C@H](CN(CC1)C1=C2C(=NC=C1)N(CC2)C(NC2=CC1=CN(N=C1C=C2)C)=O)CO.C21(CC3CC(CC(C2)C3)C1)C(CCCP)C13CC2CC(CC(C1)C2)C3 Di(1-adamantyl)n-butylphosphine tert-butyl-(R)-2-(hydroxymethyl)-4-(1-((2-methyl-2H-indazol-5-yl)carbamoyl)-2,3-dihydro-1H-pyrrolo[2,3-b]pyridin-4-yl)piperazine-1-carboxylate